2,6-dimethyl-1-indanone CC1C(C2=CC(=CC=C2C1)C)=O